tert-butyl (3S)-3-[4-(3,4-dichloro-2-fluoro-anilino)quinazolin-6-yl]pyrrolidine-1-carboxylate ClC=1C(=C(NC2=NC=NC3=CC=C(C=C23)[C@H]2CN(CC2)C(=O)OC(C)(C)C)C=CC1Cl)F